FC=1C=C(C=C(C1N1CCC(CC1)C(F)(F)F)F)NC1=CC=C(CNC(C(=O)OCC)=O)C=C1 ethyl 2-((4-((3,5-difluoro-4-(4-(trifluoromethyl) piperidin-1-yl) phenyl) amino) benzyl) amino)-2-oxoacetate